N-(1-((1S,3S)-3-hydroxycyclopentyl)-3-(pyridin-2-yl)-1H-pyrazol-4-yl)-2-(1H-pyrazol-4-yl)thiazole-4-carboxamide formate C(=O)O.O[C@@H]1C[C@H](CC1)N1N=C(C(=C1)NC(=O)C=1N=C(SC1)C=1C=NNC1)C1=NC=CC=C1